C[C@H](CCCCCCCCCCC(=O)OC[C@@H](COP(=O)(OC)OC)O)CC (S)-3-((dimethoxyphosphoryl)oxy)-2-hydroxypropyl (S)-12-methyltetradecanoate